ClC1=CC2=C(S1)[C@@]1(C[C@@H](N(CC1)C[C@@H](C(=O)N)O)C)OCC2 (2S)-3-[(2'S,7R)-2-chloro-2'-methyl-spiro[4,5-dihydrothieno[2,3-c]pyran-7,4'-piperidine]-1'-yl]-2-hydroxy-propanamide